6-(difluoromethyl)-2-hydroxynicotinonitrile FC(C1=NC(=C(C#N)C=C1)O)F